2,7-dihydroxyquinolinediol OC1(NC2=CC(=CC=C2C=C1O)O)O